COC=1C=C(C=CC1OC)C1=CC=2C=NC(=CC2N1C)C1CCNCC1 2-(3,4-dimethoxyphenyl)-1-methyl-6-(piperidin-4-yl)-1H-pyrrolo[3,2-c]pyridine